FC1(CCC(CC1)C=1N=NN(C1)[C@H](C(=O)N1[C@@H](C[C@H](C1)O)C(=O)NC)C(C)(C)C)F (2S,4R)-1-[(2S)-2-[4-(4,4-difluorocyclohexyl)triazol-1-yl]-3,3-dimethyl-butanoyl]-4-hydroxy-N-methyl-pyrrolidine-2-carboxamide